hydroxymethyltriazoline OCN1N=NCC1